5-Ethyl-6-fluoro-4-(8-fluoro-2-(((2R,7aS)-2-fluorotetrahydro-1H-pyrrolizin-7a(5H)-yl)methoxy)-4-(1,4-thiazepan-4-yl)pyrido[4,3-d]pyrimidin-7-yl)naphthalen-2-ol C(C)C1=C2C(=CC(=CC2=CC=C1F)O)C1=C(C=2N=C(N=C(C2C=N1)N1CCSCCC1)OC[C@]12CCCN2C[C@@H](C1)F)F